N1=CC(=CC=C1)S(=O)O.[Na] sodium pyridine-3-sulfinic acid